OC1=C2C(=CN=C1C(=O)OC)OCC2 methyl 4-hydroxy-2,3-dihydrofuro[2,3-c]pyridine-5-carboxylate